7-Bromo-4,6-dichloro-1-(2-isopropylphenyl)quinazolin-2(1H)-one BrC1=C(C=C2C(=NC(N(C2=C1)C1=C(C=CC=C1)C(C)C)=O)Cl)Cl